7-Propynyl-3,11-dimethyldodeca-2,6,10-trienyl diphosphate O(P([O-])(=O)OP(=O)([O-])[O-])CC=C(CCC=C(CCC=C(C)C)C#CC)C